6-fluoro-N-methyl-5-piperazin-1-yl-pyridine-2-carboxamide FC1=C(C=CC(=N1)C(=O)NC)N1CCNCC1